tert-butyl 2-(4-(3-(3-((S)-8-chlorochroman-4-yl)ureido)-1H-pyrazol-1-yl)phenyl)pyrrolidine-1-carboxylate ClC=1C=CC=C2[C@H](CCOC12)NC(NC1=NN(C=C1)C1=CC=C(C=C1)C1N(CCC1)C(=O)OC(C)(C)C)=O